C(C)(=O)C=1C=C(C=C2C(C=C(OC12)N1CCC(CC1)C(=O)NC)=O)C (8-acetyl-6-methyl-4-oxo-chromen-2-yl)-N-methyl-piperidine-4-carboxamide